(5-Amino-2-((methylpyridin-2-yl)methoxy)-8-(pyrimidin-4-yl)-[1,2,4]triazolo[1,5-c]pyrimidin-7-yl)benzonitrile NC1=NC(=C(C=2N1N=C(N2)OCC2=NC=CC=C2C)C2=NC=NC=C2)C2=C(C#N)C=CC=C2